ethyl (2-acetyl-phenyl)carbamate C(C)(=O)C1=C(C=CC=C1)NC(OCC)=O